C(C)OC=1C=CC=2C(N1)=NN(C2)C 6-ethoxy-2-methyl-2H-pyrazolo[3,4-b]pyridine